3-amino-3-[(3-hydroxy-1-methoxy-1-oxobutan-2-yl)carbamoyl]propionic acid NC(CC(=O)O)C(NC(C(=O)OC)C(C)O)=O